oxdiazol O1N=NC=C1